ethyl 2-(4-(tert-butyl)-2-methylphenyl)-4-((4-methoxybenzyl) amino)-6-methylpyrimidine-5-carboxylate C(C)(C)(C)C1=CC(=C(C=C1)C1=NC(=C(C(=N1)NCC1=CC=C(C=C1)OC)C(=O)OCC)C)C